C1(CCC1)CN1N=CC(=N1)C(=O)N[C@H](C1=NC2=C(N1)C=C(C=C2)[C@@H](C)NC(CCC(F)(F)F)=O)C2CCC(CC2)(F)F 2-(Cyclobutylmethyl)-N-((S)-(4,4-difluorocyclohexyl)(6-((R)-1-(4,4,4-trifluorobutanamido)ethyl)-1H-benzo[d]imidazol-2-yl)methyl)-2H-1,2,3-triazole-4-carboxamide